NN1C(=C(C(C=C1)=O)OCC1=CC=CC=C1)C(=O)O.N[C@@H]1CN(CC1)C1=C(C=NC(=C1C1=CC(=CC(=C1)F)F)C#N)C(=O)N[C@@H](C)C1=NC=CC=C1 4-[(3S)-3-aminopyrrolidin-1-yl]-6-cyano-5-(3,5-difluorophenyl)-N-[(1S)-1-(pyridin-2-yl)ethyl]pyridine-3-carboxamide 1-amino-3-(benzyl-Oxy)-4-oxo-1,4-dihydropyridine-2-carboxylate